(2,6-diisopropylphenyl){mesityl-[1-methyl-4-(2-methyl-1-benzothien-3-yl)-1H-imidazol-2-yl]methyl}amine C(C)(C)C1=C(C(=CC=C1)C(C)C)NC(C=1N(C=C(N1)C1=C(SC2=C1C=CC=C2)C)C)C2=C(C=C(C=C2C)C)C